C(C)N1CC(CC1)N 1-ethylpyrrolidin-3-amine